C1(CC1)NC=1N=C(C2=C(N1)N=CC=C2)N2CC=1C=C(C=NC1CC2)N2C=1N(CCC2)N=CC1 N-cyclopropyl-4-(3-(6,7-dihydropyrazolo[1,5-a]pyrimidin-4(5H)-yl)-7,8-dihydro-1,6-naphthyridin-6(5H)-yl)pyrido[2,3-d]pyrimidin-2-amine